COC1=CC=C(CN(C2=NC=CC=C2[C@@H](CC2CCC2)N[S@@](=O)C(C)(C)C)CC2=CC=C(C=C2)OC)C=C1 (S)-N-((R)-1-(2-(bis(4-methoxybenzyl)amino)pyridin-3-yl)-2-cyclobutylethyl)-2-methylpropane-2-sulfinamide